COC1=CC=C(C=N1)CN1C2CN(CC1C2)C2=CC=C(C=N2)C=2C=1N(C=C(C2)O)N=CN1 8-(6-(6-((6-Methoxypyridin-3-yl)methyl)-3,6-diazabicyclo[3.1.1]heptan-3-yl)pyridin-3-yl)-[1,2,4]triazolo[1,5-a]pyridin-6-ol